2-bromo-1-(hexyloxy)pyrene BrC1=C(C2=CC=C3C=CC=C4C=CC(=C1)C2=C43)OCCCCCC